(Z)-(3s,5s)-3-aminomethyl-5-methyl-non-6-enoic acid NC[C@H](CC(=O)O)C[C@@H](\C=C/CC)C